6-(1-(1-(tert-butylcarbamoyl)azetidin-3-yl)-4-(4-fluorophenyl)-1H-imidazol-5-yl)imidazo[1,2-b]pyridazine-3-carboxamide C(C)(C)(C)NC(=O)N1CC(C1)N1C=NC(=C1C=1C=CC=2N(N1)C(=CN2)C(=O)N)C2=CC=C(C=C2)F